BrC=1C(=NN(N1)C([2H])([2H])[2H])C=O 5-bromo-2-(methyl-d3)-2H-1,2,3-triazole-4-carbaldehyde